Vitamin C acetate C(C)(=O)O.OC=1[C@H](OC(C1O)=O)[C@H](CO)O